(S)-3-methoxy-N-(6-(5-methyl-6,7-dihydro-5H-pyrrolo[2,1-c][1,2,4]triazol-3-yl)pyridin-2-yl)-1-(pyrazin-2-ylmethyl)-1H-pyrazole-4-carboxamide COC1=NN(C=C1C(=O)NC1=NC(=CC=C1)C=1N2C(=NN1)CC[C@@H]2C)CC2=NC=CN=C2